3,8-diamino-5-(3-(bis(2-aminoethyl)-(methyl)ammonio)propyl)-6-phenylphenanthridin-5-ium NC=1C=CC2=C3C=CC(=CC3=C([N+](=C2C1)CCC[N+](C)(CCN)CCN)C1=CC=CC=C1)N